Di-tert-butyl (4-((4-(dimethylamino)-7,9-difluoro-5H-pyrimido[5,4-b]indol-5-yl)methyl)benzyl)phosphonate CN(C1=NC=NC2=C1N(C=1C=C(C=C(C21)F)F)CC2=CC=C(CP(OC(C)(C)C)(OC(C)(C)C)=O)C=C2)C